C12CNCC(CC1)N2C=2N=CC1=C(N2)CCN(C1)C(CC1=CC=C(C#N)C=C1)=O 4-(2-(2-(3,8-diazabicyclo[3.2.1]octan-8-yl)-7,8-dihydropyrido[4,3-d]pyrimidin-6(5H)-yl)-2-oxoethyl)benzonitrile